Cl.CN1C(=NC=C1)N1CCNCC1 1-(1-methylimidazol-2-yl)piperazine hydrochloride salt